cyclopentylphosphonic bromide C1(CCCC1)P(=O)(Br)Br